3-(((6-bromopyridin-2-yl)oxy)methyl)-6-chloro-2-(difluoromethoxy)pyridine aluminum(III) lithium tris(2-methylpropan-2-olate) hydride [H-].CC(C)(C)[O-].CC(C)(C)[O-].CC(C)(C)[O-].[Li+].[Al+3].BrC1=CC=CC(=N1)OCC=1C(=NC(=CC1)Cl)OC(F)F